(2R,3S)-2-(3-(6-chloro-1H-imidazo[4,5-c]pyridin-1-yl)propyl)piperidin-3-ol dihydrochloride Cl.Cl.ClC1=CC2=C(C=N1)N=CN2CCC[C@H]2NCCC[C@@H]2O